NC1CCN(CC1)C1=NC=C(C(=N1)C1=CC=C(C#N)C=C1)C1=CC=2C(N=C1)=NN(C2)C 4-[2-(4-aminopiperidin-1-yl)-5-(2-methylpyrazolo[3,4-b]pyridin-5-yl)pyrimidin-4-yl]benzonitrile